FC(CN1N=C(C(=C1)C1=NC=NC2=CC(=C(C=C12)NC(=O)C12COCC2C1)OC)C1=CC=CC=C1)F N-(4-(1-(2,2-difluoroethyl)-3-phenyl-1H-pyrazol-4-yl)-7-methoxyquinazolin-6-yl)-3-oxabicyclo[3.1.0]hexane-1-carboxamide